1-(cyclobutanecarbonyl)-N-((7-(5-(difluoromethyl)-1,3,4-oxadiazol-2-yl)imidazo[1,2-a]pyridin-2-yl)methyl)-N-phenylpiperidine-4-carboxamide C1(CCC1)C(=O)N1CCC(CC1)C(=O)N(C1=CC=CC=C1)CC=1N=C2N(C=CC(=C2)C=2OC(=NN2)C(F)F)C1